2,2-dimethyl-1-(5-(5-methylpyridin-3-yl)-4,5-dihydro-1H-pyrazol-1-yl)propan-1-one CC(C(=O)N1N=CCC1C=1C=NC=C(C1)C)(C)C